rac-(1s,5r,6s)-6-cyanobicyclo[3.1.0]hex-2-en-3-yl triflate O(S(=O)(=O)C(F)(F)F)C1=C[C@@H]2[C@H]([C@@H]2C1)C#N |r|